6-ethyl-5-(3,6,7-trifluoroquinolin-8-yl)pyridin-2-amine C(C)C1=C(C=CC(=N1)N)C=1C(=C(C=C2C=C(C=NC12)F)F)F